2-(3-Methoxy-5-trifluoromethyl-phenylamino)-4-(2-oxo-2,3-dihydro-benzooxazol-5-ylamino)-pyrimidine-5-carboxylic acid methyl ester trifluoroacetate salt FC(C(=O)O)(F)F.COC(=O)C=1C(=NC(=NC1)NC1=CC(=CC(=C1)C(F)(F)F)OC)NC=1C=CC2=C(NC(O2)=O)C1